NC1CCC(CC1)CNC(N[C@H](C(NCCCC[C@H](NC(N[C@@H](CCC(=O)O)C(=O)O)=O)C(=O)O)=O)CC1=CC2=CC=CC=C2C=C1)=O (5S,12S,16S)-1-[(1r,4S)-4-aminocyclohexyl]-5-[(naphthalen-2-yl)methyl]-3,6,14-trioxo-2,4,7,13,15-pentaazaoctadecane-12,16,18-tricarboxylic acid